endo-propanol C(CC)O